(R)-1-(3-(2-(1-(2,2-difluoroethyl)-1H-pyrazol-4-ylamino)-7H-pyrrolo[2,3-d]pyrimidin-4-ylamino)piperidin-1-yl)but-2-yn-1-one FC(CN1N=CC(=C1)NC=1N=C(C2=C(N1)NC=C2)N[C@H]2CN(CCC2)C(C#CC)=O)F